N1N=CC=2C1=NC=C(C2)C=O 1H-pyrazolo[3,4-b]Pyridine-5-carbaldehyde